C(CCCCCC=CCCCC)=O 7-dodecen-al